1-bromo-3-(2-chloroethoxy)-2-methylbenzene BrC1=C(C(=CC=C1)OCCCl)C